C(=O)OC1=CC2=CC=C(C(=C2C(=C1)OCC1=CC=CC=C1)F)F (4-benzyloxy-5,6-difluoro-2-naphthyl) formate